FC(OC=1C=C2C=CNC2=CC1)F 5-(difluoromethoxy)-1H-indol